(R)-N'-((1,2,3,5,6,7-hexahydro-s-indacen-4-yl)carbamoyl)-6-isobutyl-pyridine-3-sulfonimidamide C1CCC2=C(C=3CCCC3C=C12)NC(=O)N=[S@](=O)(N)C=1C=NC(=CC1)CC(C)C